2-(6-((2-amino-2-methylpropyl)amino)pyridazin-3-yl)-3-methyl-5-(trifluoromethyl)phenol NC(CNC1=CC=C(N=N1)C1=C(C=C(C=C1C)C(F)(F)F)O)(C)C